Methyl ((2-(di-tert-butylfluorosilyl)benzo[b]thiophen-7-yl)methyl)glycinate C(C)(C)(C)[Si](C1=CC2=C(S1)C(=CC=C2)CNCC(=O)OC)(F)C(C)(C)C